C(C=C)OC(CCCCCCCCCCCCC)=O Allylmyristat